2-((4-(((S)-2-hydroxy-1-phenylethyl)amino)-5-(1,2,4-oxadiazol-5-yl)pyridin-2-yl)amino)-7,7-dimethyl-5,7-dihydrofuro[3,4-b]pyridin-5-ol OC[C@H](C1=CC=CC=C1)NC1=CC(=NC=C1C1=NC=NO1)NC1=CC=C2C(=N1)C(OC2O)(C)C